C1N(CCC2=CC=CC=C12)C[C@H](CNC(=O)C=1N=C2N(CC(CC2)C(C)C)C1)O N-((S)-3-(3,4-dihydroisoquinolin-2(1H)-yl)-2-hydroxypropyl)-6-isopropyl-5,6,7,8-tetrahydroimidazo[1,2-a]pyridine-2-carboxamide